C1(CC1)C1=CN=CC(=N1)COC1=CC=C(C=C1)C=1C=C(C(NC1C(F)(F)F)=O)C(=O)N 5-(4-((6-cyclopropylpyrazin-2-yl)methoxy)phenyl)-2-oxo-6-(trifluoromethyl)-1,2-dihydropyridine-3-carboxamide